(R)-2-((1-(3,6-dimethyl-2-morpholino-4-oxo-3,4-dihydroquinazolin-8-yl)ethyl)amino)-5-fluorobenzoic acid CN1C(=NC2=C(C=C(C=C2C1=O)C)[C@@H](C)NC1=C(C(=O)O)C=C(C=C1)F)N1CCOCC1